O=C1NC(CCC1C=1C=C2CCN(CC2=CC1)C(=O)OC(C)(C)C)=O tert-butyl 6-(2,6-dioxopiperidin-3-yl)-3,4-dihydroisoquinoline-2(1H)-carboxylate